CC1=C2CCNCC2=CC=C1C1=CC=CC=C1 5-methyl-6-phenyl-1,2,3,4-tetrahydroisoquinoline